Cl.ClC1=C(C=NN1[C@H]1[C@@H](CNCC1)F)[N+](=O)[O-] |r| (±)-(Trans)-4-(5-chloro-4-nitro-1H-pyrazol-1-yl)-3-fluoropiperidine hydrochloride